COCC(=O)C1=CC(=CC=C1)OC(F)(F)F 2-methoxy-1-(3-(trifluoro-methoxy)phenyl)ethanone